C(CN1C(C(NC(C1)(C)C)(C)C)=O)N1C(C(NC(C1)(C)C)(C)C)=O 1,1'-(1,2-ethane-diyl)-bis-(3,3',5,5'-tetramethyl-piperazinone)